3,4-Dimethoxybenzyl alcohol COC=1C=C(CO)C=CC1OC